((2R,3R,4R,5R)-5-(2-acetamido-6-(methylamino)-9H-purin-9-yl)-4-fluoro-3-hydroxy-4-methyltetrahydrofuran-2-yl)methyl propionate C(CC)(=O)OC[C@H]1O[C@H]([C@]([C@@H]1O)(C)F)N1C2=NC(=NC(=C2N=C1)NC)NC(C)=O